(2S,3S,4S)-5-chloro-3-hydroxy-2-(((((cis)-4-hydroxycyclohexyl)amino)methyl)-2-benzeneYl-2,3-dihydrobenzofuran-4-yl)-4-(difluoromethoxy)-3-fluorobenzamide ClC1=C([C@]([C@H](C(C(=O)N)=C1)C1=CC=CC2=C1CC(O2)(C2=CC=CC=C2)CN[C@@H]2CC[C@@H](CC2)O)(F)O)OC(F)F